ClC=1C=CC(=C(C1)C1=CC(N(C=C1F)C(CC1=CC=CC=C1)C1=NC2=C(N1)C=CC(=C2)C(=O)N)=O)N2N=NN=C2 2-(1-(4-(5-chloro-2-(1H-tetrazol-1-yl)phenyl)-5-fluoro-2-oxopyridin-1(2H)-yl)-2-phenylethyl)-1H-benzo[d]imidazole-5-carboxamide